N1(CCOCC1)C1=C(C=C(C=C1)C(F)(F)F)NC(=O)C1=NC=CC=C1 N-[2-(morpholinyl)-5-(trifluoromethyl)phenyl]-2-Pyridinecarboxamide